C1(=CC=C(C=C1)N(C=1C=C2C(CC(C2=CC1)(C)C)(C)C1=CC=C(C=C1)N(C1=CC=C(C=C1)C1=CC=CC=C1)C1=CC=C(C=C1)C1=CC=CC=C1)C1=CC=C(C=C1)C1=CC=CC=C1)C1=CC=CC=C1 N,N-di([1,1'-biphenyl]-4-yl)-3-(4-(di([1,1'-biphenyl]-4-yl)amino)phenyl)-1,1,3-trimethyl-2,3-dihydro-1H-inden-5-amine